C(C1=CC=CC=C1)OC1=C2C(=CNC2=C(C=C1)CCOCOC)CCN(C)C [2-[4-(benzyloxy)-7-[2-(methoxymethoxy)ethyl]indol-3-yl]ethyl]dimethylamine